4-(4-cyclopropyl-1H-imidazol-1-yl)-3-(difluoromethyl)benzofuran-2-carboxylic acid C1(CC1)C=1N=CN(C1)C1=CC=CC2=C1C(=C(O2)C(=O)O)C(F)F